N-((4,6-dimethyl-2-oxo-1,2-dihydropyridin-3-yl)methyl)-6-methyl-5-(1-morpholinoethyl)-2-(4-morpholinophenyl)indolizine-7-carboxamide CC1=C(C(NC(=C1)C)=O)CNC(=O)C=1C(=C(N2C=C(C=C2C1)C1=CC=C(C=C1)N1CCOCC1)C(C)N1CCOCC1)C